FC(C(CC)(F)F)(F)OC(C)COC(C)COC(C)COC(C)COC(C)COC(C)COC(C)COC(C)COC(C(CC)(F)F)(F)F octapropyleneglycol di(1,1,2,2-tetrafluoro-n-butyl) ether